FC(CCCCC(=O)O)(C1=CC(=CC=C1)C(F)(F)F)F ε,ε-difluoro-3-(trifluoromethyl)-benzenehexanoic acid